FC(CCCCCCOS(=O)(=O)N1CCNCC1)F.C(C)[N+](CC)(CC)CC tetraethylammonium difluoroheptylpiperazinesulfonate